ClC=1C(=CC=C2N=CC(=NC12)C=1C=NN(C1)C1CCNCC1)OC1=CC2=C(N=C(N2)C)C=C1 8-chloro-7-[(2-methyl-3H-benzimidazol-5-yl)oxy]-2-[1-(4-piperidyl)pyrazol-4-yl]quinoxaline